ClC=1C(=NC=CC1C1=C(C(=CC=C1)C1=NC(=C(C=C1)CN1CC2(C1)NC(CC2)=O)OC)Cl)C2=CC(=C(CN1CCC(CC1)NC(C)=O)C=C2)OC N-(1-(4-(3-Chloro-4-(2-chloro-3-(6-methoxy-5-((6-oxo-2,5-diazaspiro[3.4]-octan-2-yl)methyl)pyridin-2-yl)phenyl)pyridin-2-yl)-2-methoxybenzyl)piperidin-4-yl)acetamide